(E)-N-(6-(benzyloxy)-2-morpholino-9H-purin-9-yl)-1-(m-tolyl)methanimine C(C1=CC=CC=C1)OC1=C2N=CN(C2=NC(=N1)N1CCOCC1)/N=C/C=1C=C(C=CC1)C